N1(CCCC1)C(=O)C=1C=CC=C2C(=NC=NC12)N 8-(pyrrolidine-1-carbonyl)quinazolin-4-amine